(R)-3-(1-((2-(3,5-dichlorophenyl)-6-((2-(4-methylpiperazin-1-yl)pyrimidin-5-yl)oxy)pyridin-4-yl)methyl)piperidin-4-yl)-2-methylpropanoic acid ClC=1C=C(C=C(C1)Cl)C1=NC(=CC(=C1)CN1CCC(CC1)C[C@H](C(=O)O)C)OC=1C=NC(=NC1)N1CCN(CC1)C